N,N-dimethylphenylammonium tetra(pentafluorophenyl)borate FC1=C(C(=C(C(=C1[B-](C1=C(C(=C(C(=C1F)F)F)F)F)(C1=C(C(=C(C(=C1F)F)F)F)F)C1=C(C(=C(C(=C1F)F)F)F)F)F)F)F)F.C[NH+](C)C1=CC=CC=C1